chloromethyl 5-di-tert-butoxyphosphoryloxypentanoate C(C)(C)(C)OP(=O)(OC(C)(C)C)OCCCCC(=O)OCCl